1-{2-[(3R)-3,4-dimethylpiperazin-1-yl]-5-fluoropyrimidin-4-yl}-N-(2-{imidazo[1,2-a]pyridin-3-yl}propan-2-yl)pyrrolidine-3-carboxamide C[C@@H]1CN(CCN1C)C1=NC=C(C(=N1)N1CC(CC1)C(=O)NC(C)(C)C1=CN=C2N1C=CC=C2)F